C(C)(C)(C)OC(=O)N\C(=N/C(=O)OC(C)(C)C)\NC1=CC(=C(C(=O)OC=2C=3N(C(=CC2)CC(=O)OC(C)(C)C)N=CN3)C=C1)C(F)(F)F 5-[2-(tert-butoxy)-2-oxoethyl]-[1,2,4]triazolo[1,5-a]pyridin-8-yl 4-{[(1Z)-{[(tert-butoxy)carbonyl]amino}({[(tert-butoxy)carbonyl]imino})methyl]amino}-2-(trifluoromethyl)benzoate